C(=CCCCCCCCCCCCCCCCC)N1C(=C(C(C2=C(C=C(C=C12)O)O)=O)O)C1=CC(=C(C=C1)O)OC N-octadecenyl-2-(3-methoxy-4-hydroxyphenyl)-3,5,7-trihydroxyquinolin-4-one